C(=O)(O)C1=CC=C(C=C1)CCN(CCC1=C(C=CC=C1)OCC1=C(C=C(C=C1)C1=CC=C(C=C1)C(F)(F)F)Cl)C=1C(=NC=2CCCCC2C1)C(=O)O {[2-(4-carboxyphenyl)ethyl][2-(2-{[3-chloro-4'-(trifluoromethyl)biphenyl-4-yl]methoxy}phenyl)ethyl]-amino}-5,6,7,8-tetrahydroquinoline-2-carboxylic acid